C1(=CCC1)C(=O)O cyclobutene-carboxylic acid